pyrimido[5,4-b][1,4]diazepin-6-one N1=CN=CC2=NC(C=CN=C21)=O